C(C)C1CNCCC1 3-ethylpiperidine